(3-(3-(4-([1,2,4]triazolo[1,5-a]pyridin-6-ylmethyl)benzyl)isoxazol-5-yl)-2-aminopyridin-1-ium-1-yl)methyl hydrogenphosphate P(=O)(O)(OC[N+]1=C(C(=CC=C1)C1=CC(=NO1)CC1=CC=C(C=C1)CC=1C=CC=2N(C1)N=CN2)N)[O-]